O[C@@H]1[C@](COC1)(C)N1CCC(CC1)C=1C=C2C=C(N=CC2=CC1C)NC(=O)[C@H]1[C@@H](C1)C1=NC=CC=C1 (1R,2R)-N-(6-(1-((3R,4R)-4-hydroxy-3-methyltetrahydrofuran-3-yl)piperidin-4-yl)-7-methylisoquinolin-3-yl)-2-(pyridin-2-yl)cyclopropane-1-carboxamide